O=C1N(C(C2=CC=CC=C12)=O)C(C(=O)N)CC(C)C 2-(1,3-dioxoisoindolin-2-yl)-4-methylpentanamide